C(C)N1CCN(CC1)C1=C(C=C(C=C1)NC1=NC=2C3=C(C=CC2C=N1)N=NN3C(C)C)F N-(4-(4-Ethylpiperazin-1-yl)-3-fluorophenyl)-1-isopropyl-1H-[1,2,3]triazolo[4,5-h]quinazolin-8-amine